ClC=1C(=NC=CC1SC=1N=C2C(=NC1)NC(=N2)N2CCC1(CC2)C(C2=C(C=NC=C2)C1)=O)NC1CC1 1'-(5-((3-chloro-2-(cyclopropylamino)pyridin-4-yl)thio)-1H-imidazo[4,5-b]pyrazin-2-yl)spiro[cyclopenta[c]pyridine-6,4'-piperidin]-5(7H)-one